7-(4-((methylamino)methyl)-1H-benzo[d]imidazol-2-yl)-4-(1H-pyrrolo[2,3-b]pyridin-3-yl)isoindol-1-one hydrochloride Cl.CNCC1=CC=CC=2NC(=NC21)C=2C=CC(=C1C=NC(C21)=O)C2=CNC1=NC=CC=C12